OC1=NOC2=C1C=C(C=C2)C=O 3-HYDROXY-BENZO[D]ISOXAZOLE-5-CARBALDEHYDE